O=C1NC(CCC1N1C(C2=CC=C(C=C2C1)C(=O)N[C@@H](C(F)(F)F)C1(CC1)C(F)(F)F)=O)=O 2-(2,6-dioxopiperidin-3-yl)-1-oxo-N-((R)-2,2,2-trifluoro-1-(1-(trifluoromethyl)cyclopropyl)ethyl)isoindoline-5-carboxamide